2-chloro-6-(2,6-dichlorophenyl)-8-methylpyrido[2,3-d]pyrimidin-7(8H)-one ClC=1N=CC2=C(N1)N(C(C(=C2)C2=C(C=CC=C2Cl)Cl)=O)C